O1CCCC2=CC=C3C(=C12)C=CC(C3)=O 8-benzochromanone